4-[4-Cyano-3-hydroxy-6-(3-trifluoromethyl-phenyl)-pyridin-2-yl]-4-oxo-butyric acid ethyl ester C(C)OC(CCC(=O)C1=NC(=CC(=C1O)C#N)C1=CC(=CC=C1)C(F)(F)F)=O